C(C)OCN1C(=NC2=C1C=CC=C2)CN[C@H]2CCCC=1C=CC=NC21 (S)-N-((1-(ethoxymethyl)-1H-benzo[d]imidazol-2-yl)methyl)-5,6,7,8-tetrahydroquinolin-8-amine